1-bromo-8-chloro-3-(5-(difluoromethyl)-1,3,4-thiadiazol-2-yl)-N-(3-(fluoromethyl)oxetan-3-yl)-N-((2-(trimethylsilyl)ethoxy)methyl)imidazo[1,5-a]pyridine-6-sulfonamide BrC=1N=C(N2C1C(=CC(=C2)S(=O)(=O)N(COCC[Si](C)(C)C)C2(COC2)CF)Cl)C=2SC(=NN2)C(F)F